CC1=CC(OC2=CC(=CC=C12)OCC1=CC=C(C(=O)NCC(N(C(N)=O)CC=2SC=CC2)=O)C=C1)=O 4-[(4-methyl-2-oxo-chromen-7-yl)oxymethyl]-N-[2-oxo-2-(2-thienylmethyl-carbamoylamino)ethyl]benzamide